tert-Butyl (R)-(1-((5-bromo-3-methylisoquinolin-6-yl)oxy)-3-phenylpropan-2-yl)carbamate BrC1=C2C=C(N=CC2=CC=C1OC[C@@H](CC1=CC=CC=C1)NC(OC(C)(C)C)=O)C